N'-((2,2-difluorobenzo[d][1,3]dioxol-5-yl)methyl)-N-methylcyclopropanecarbohydrazide FC1(OC2=C(O1)C=CC(=C2)CNN(C(=O)C2CC2)C)F